N[C@@H]1[C@@H](CCC1)C(=O)O |r| (±)-(1r,2s)-2-aminocyclopentane-1-carboxylic acid